6-(6-(1-cyclopropyl-1H-pyrazol-4-yl)imidazo-[1,2-a]pyridin-3-yl)-N-((3S,4S)-4-fluoro-pyrrolidin-3-yl)pyridin-2-amine C1(CC1)N1N=CC(=C1)C=1C=CC=2N(C1)C(=CN2)C2=CC=CC(=N2)N[C@H]2CNC[C@@H]2F